Cl.C(#N)C=C1C2CNCC(C1)N2C(=O)OC(C)(C)C tert-butyl 6-(cyanomethylene)-3,8-diazabicyclo[3.2.1]octane-8-carboxylate hydrochloride